ClC1=C(C=CC=C1C1C(NC(CC1)=O)=O)C1=CC=C(C=C1)CC=1OC=CC1 3-(2-chloro-4'-(furan-2-ylmethyl)-[1,1'-biphenyl]-3-yl)piperidine-2,6-dione